6-ethyl-8-methyl-2-(3-methyl-1-benzofuran-2-yl)quinoline-4-carboxylic acid C(C)C=1C=C2C(=CC(=NC2=C(C1)C)C=1OC2=C(C1C)C=CC=C2)C(=O)O